8-(7-(8-Ethyl-3-hydroxynaphthalen-1-yl)-8-fluoro-2-(((2R,7aS)-2-fluorotetrahydro-1H-pyrrolizin-7a(5H)-yl)methoxy)pyrido[4,3-d]pyrimidin-4-yl)-2-methyl-8-azabicyclo[3.2.1]octan-2-ol C(C)C=1C=CC=C2C=C(C=C(C12)C1=C(C=2N=C(N=C(C2C=N1)N1C2C(CCC1CC2)(O)C)OC[C@]21CCCN1C[C@@H](C2)F)F)O